((((((1R,2S,5R)-2-carbamoyl-7-oxo-1,6-diazabicyclo[3.2.1]octan-6-yl) oxy) sulfonyl) oxy) methyl)-2-ethylbutanoate C(N)(=O)[C@H]1N2C(N([C@H](CC1)C2)OS(=O)(=O)OCOC(C(CC)CC)=O)=O